CC=1C=CC=C2C=CN=C(C12)N(C(C1=CC=C(C=C1)C1=NN=NN1)=O)C1CNCCC1 N-(8-methylisoquinolin-1-yl)-N-(piperidin-3-yl)-4-(1H-tetrazol-5-yl)benzamide